acrylic octadecyl ester C(CCCCCCCCCCCCCCCCC)OC(C=C)=O